BrC=1C=C2C(CC3N(C2=C(C1)C)CCNC3=O)=O 8-Bromo-10-methyl-2,3,4a,5-tetrahydro-1H-pyrazino[1,2-a]quinoline-4,6-dione